NCCCO[Si](OC)(C)CCCN (aminoethyl)-gamma-aminopropylmethyldimethoxysilane